COC=1C=C2C=CC(=CC2=CC1)[C@@H](C(=O)N1C=CC2=C1N=CN=C2)C 7-((S)-2-(6-methoxynaphthalen-2-yl)propionyl)-7H-pyrrolo[2,3-d]pyrimidine